C(N)(=O)C1=NC=CC(=C1)NC(O[C@@H](COC1=CC2=C(N=C(S2)C2=C3N=CC(=NC3=CC(=C2)C)OC)C(=C1F)Cl)C)=O (R)-1-((4-chloro-5-fluoro-2-(2-methoxy-7-methylquinoxalin-5-yl)benzo[d]thiazol-6-yl)oxy)propan-2-yl (2-carbamoylpyridin-4-yl)carbamate